(S)-2-(4-(6-((4-chloro-2-fluorobenzyl)oxy)-5-fluoropyridin-2-yl)-3-fluorobenzyl)-3-(oxetan-2-ylmethyl)-3H-imidazo[4,5-b]pyridine-5-carboxylic acid ClC1=CC(=C(COC2=C(C=CC(=N2)C2=C(C=C(CC3=NC=4C(=NC(=CC4)C(=O)O)N3C[C@H]3OCC3)C=C2)F)F)C=C1)F